C(CCCCCCCCCCCCC)OS(O)(=O)=O.[K] potassium myristyl-sulfuric acid